1-{[2-(trimethylsilyl)ethoxy]methyl}-1H-1,2,4-triazole-3-amine C[Si](CCOCN1N=C(N=C1)N)(C)C